FC=1C=C(C=C(C1)F)[C@@H]1CCN2N1C(C1(C2)CCN(CC1)C(C1=CC(=C(C(=C1)F)F)F)=O)=O (S)-7'-(3,5-difluorophenyl)-1-(3,4,5-trifluorobenzoyl)dihydro-1'H,3'H,5'H-spiro[piperidine-4,2'-pyrazolo[1,2-a]pyrazol]-1'-one